CN(C([C@](O)([C@@](O)(C(=O)O)C(C1=CC=CC=C1)=O)C(C1=CC=CC=C1)=O)=O)C dibenzoyl-L-tartaric acid mono(dimethylamide)